(S)-4-((1-(tert-Butoxycarbonyl)pyrrolidin-3-yl)amino)-2-chloropyrimidine-5-carboxylic acid ethyl ester C(C)OC(=O)C=1C(=NC(=NC1)Cl)N[C@@H]1CN(CC1)C(=O)OC(C)(C)C